FC(OC1=C(C(=CC(=C1)C=1N(N=C2C=C(C=C(C12)OCC(F)(F)F)C=1C=NN(C1)C)C)OC)C(=O)N1CC(C1)(C(F)(F)F)O)F [2-(difluoromethoxy)-6-methoxy-4-[2-methyl-6-(1-methylpyrazol-4-yl)-4-(2,2,2-trifluoroethoxy)indazol-3-yl]phenyl]-[3-hydroxy-3-(trifluoromethyl)azetidin-1-yl]methanone